3-(2-chloro-3-(4-((1-methyl-1H-pyrazol-3-yl)methyl)-3-oxo-3,4-dihydro-2H-benzo[b][1,4]oxazin-7-yl)phenyl)piperidine-2,6-dione ClC1=C(C=CC=C1C=1C=CC2=C(OCC(N2CC2=NN(C=C2)C)=O)C1)C1C(NC(CC1)=O)=O